C(C)(C)(C)C1=NN(C(=C1)NC1=NC2=CC=C(C=C2C=N1)Cl)C 2-[(3-tert-butyl-1-methyl-1H-pyrazol-5-yl)amino]-6-chloroquinazolin